O=C1C[C@@H](CCC1)C(=O)OC methyl (R)-3-oxocyclohexane-1-carboxylate